trans-N-(8-amino-6-(4-methoxypyridin-3-yl)isoquinolin-3-yl)-2-fluorocyclopropane-1-carboxamide NC=1C=C(C=C2C=C(N=CC12)NC(=O)[C@H]1[C@@H](C1)F)C=1C=NC=CC1OC